ClC=1C=C(OCC[C@H](C(=O)O)C)C=CC1C=1N(C2=NC=NC(=C2N1)OC1(CC1)C)CC1=C(C=CC(=C1)Cl)F |r| (racemic)-4-(3-chloro-4-(9-(5-chloro-2-fluorobenzyl)-6-(1-methylcyclopropoxy)-9H-purin-8-yl)phenoxy)-2-methylbutanoic acid